(S)-7-(4,4-difluorocyclohex-1-en-1-yl)-6-(4-((1-(3-fluoropropyl)pyrrolidin-3-yl)oxy)phenyl)-3,8,9,10-tetrahydrocyclohepta[e]indole FC1(CC=C(CC1)C1=C(C2=C(C=3C=CNC3C=C2)CCC1)C1=CC=C(C=C1)O[C@@H]1CN(CC1)CCCF)F